N-(7-aminoheptyl)-5-(4-(3-aminoprop-1-yn-1-yl)phenyl)furan NCCCCCCCNCC#CC1=CC=C(C=C1)C1=CC=CO1